3-(4-amino-5-bromopyrrolo[2,1-f][1,2,4]triazin-7-yl)azetidine-1-carboxylic acid tert-butyl ester C(C)(C)(C)OC(=O)N1CC(C1)C1=CC(=C2C(=NC=NN21)N)Br